5-((2-(cyclopropylethynyl)pyridin-4-yl)oxy)-1H-1,2,3-triazole-4-carboxylic acid C1(CC1)C#CC1=NC=CC(=C1)OC1=C(N=NN1)C(=O)O